C(C)OC(=S)SC1=C(C(=CC(=C1)OC)C)C(=O)OC methyl 3-[ethyloxy(thiocarbonyl)thio]-5-methoxy-2-toluate